diamino-4,4'-bis(4-phenylphenoxy)benzophenone NC=1C(=C(C(=O)C2=CC=C(C=C2)OC2=CC=C(C=C2)C2=CC=CC=C2)C=CC1OC1=CC=C(C=C1)C1=CC=CC=C1)N